(trans)-3-[[2-[(2-hydroxy-1,2-benzoxaborinin-6-yl)amino]-5-methyl-pyrimidin-4-yl]amino]tetrahydropyran-4-carbonitrile OB1OC2=C(C=C1)C=C(C=C2)NC2=NC=C(C(=N2)N[C@@H]2COCC[C@H]2C#N)C